amino-pyridine hydrochloride Cl.NC1=NC=CC=C1